The molecule is an organic sodium salt that is the disodium salt of 5-acetamido-4-hydroxy-3-(phenyldiazenyl)naphthalene-2,7-disulfonic acid. It has a role as a histological dye. It contains a 5-acetamido-4-hydroxy-3-(phenyldiazenyl)naphthalene-2,7-disulfonate. CC(=O)NC1=C2C(=CC(=C1)S(=O)(=O)[O-])C=C(C(=C2O)N=NC3=CC=CC=C3)S(=O)(=O)[O-].[Na+].[Na+]